2,2-diethyl-6-(3-(1-isopropyl-1H-benzo[d][1,2,3]triazol-5-yl)-1,2,4-thiadiazol-5-yl)chroman-4-one C(C)C1(OC2=CC=C(C=C2C(C1)=O)C1=NC(=NS1)C1=CC2=C(N(N=N2)C(C)C)C=C1)CC